1-azido-4-chloro-3-(trifluoromethyl)benzene N(=[N+]=[N-])C1=CC(=C(C=C1)Cl)C(F)(F)F